2-((3,4-Difluoro-2-iodophenyl)amino)-5-fluoro-4-(trifluoromethyl)benzoic acid FC=1C(=C(C=CC1F)NC1=C(C(=O)O)C=C(C(=C1)C(F)(F)F)F)I